C(#N)[C@@H]1N(C(N(C1)C1=CC(=NC=C1C#N)C(F)(F)F)=O)C1=CN=CC2=CC=CC=C12 (R)-4-(4-cyano-3-(isoquinolin-4-yl)-2-oxoimidazolidin-1-yl)-6-(trifluoromethyl)nicotinonitrile